(4-(4-(((R)-1-(3-(difluoromethyl)-2-fluorophenyl)ethyl)amino)quinolin-6-yl)piperazin-1-yl)((S)-tetrahydrofuran-3-yl)methanone FC(C=1C(=C(C=CC1)[C@@H](C)NC1=CC=NC2=CC=C(C=C12)N1CCN(CC1)C(=O)[C@@H]1COCC1)F)F